C1(C(CCCC1)C(=O)[O-])C(=O)[O-] cyclohexane-1,2-dicarboxylat